FC=1C=CC(=C2C=C(NC(C12)=O)CCCN1CCN(CC1)C=1SC=CN1)C 8-fluoro-5-methyl-3-(3-(4-(thiazol-2-yl)piperazin-1-yl)propyl)isoquinolin-1(2H)-one